(Z)-2-hydroxyimino-N-(3-phenylpropyl)propanamide O\N=C(/C(=O)NCCCC1=CC=CC=C1)\C